(E)-N'-octylidenebenzoyl-hydrazine C(/CCCCCCC)=N\NC(C1=CC=CC=C1)=O